BrC1=C(C(=CC(=C1)F)C12CC3CC(CC(C1)C3)C2)O 2-bromo-6-(adamantan-1-yl)-4-fluorophenol